tert-butyl N-(tert-butoxycarbonyl)-L-phenylalanyl-N6-[(benzyloxy)carbonyl]-L-lysinate C(C)(C)(C)OC(=O)N[C@@H](CC1=CC=CC=C1)C(=O)N[C@@H](CCCCNC(=O)OCC1=CC=CC=C1)C(=O)OC(C)(C)C